tert-Butyl 6-chloro-3-[1-[2-(3,4-difluorophenyl)-3-methyl-4-oxo-6-(trifluoromethyl) chromen-8-yl]ethylamino]pyridine-2-carboxylate ClC1=CC=C(C(=N1)C(=O)OC(C)(C)C)NC(C)C=1C=C(C=C2C(C(=C(OC12)C1=CC(=C(C=C1)F)F)C)=O)C(F)(F)F